(4-(bis(4H-benzo[d][1,3]dioxin-6-yl)methyl)piperazin-1-yl)(6-(trifluoromethyl)-1H-benzo[d][1,2,3]triazol-1-yl)methanone O1COCC2=C1C=CC(=C2)C(N2CCN(CC2)C(=O)N2N=NC1=C2C=C(C=C1)C(F)(F)F)C1=CC2=C(OCOC2)C=C1